ClC1=CC=C(C(=C1NC(=O)C=1C(=NC(=NC1)NC1=CC(=C(C=C1)O[C@@H]1CN(CC1)C)C)OC)C)O (S)-N-(6-chloro-3-hydroxy-2-methylphenyl)-4-methoxy-2-((3-methyl-4-((1-methylpyrrolidin-3-yl)oxy)phenyl)amino)pyrimidine-5-carboxamide